C(C)(C)(C)C(C(=O)[O-])(C(=O)[O-])C1=CC=CC=C1.[Ba+2] Barium 2-(tert-butyl)-2-phenylmalonate